platinum-rhodium copper [Cu].[Rh].[Pt]